ClC1=C(OCC(=O)NC2CCN(CC2)CCOC2=CC=C(C=C2)Cl)C=CC=C1 2-(2-Chlorophenoxy)-N-[1-[2-(4-chlorophenoxy)ethyl]piperidin-4-yl]acetamid